1-((6-(1-(2,6-dichlorophenyl)azetidin-3-yl)pyridin-3-yl)methyl)-3-methylazetidin-3-ol ClC1=C(C(=CC=C1)Cl)N1CC(C1)C1=CC=C(C=N1)CN1CC(C1)(O)C